C(C)(C)(C)OC(NC(C)(C)C1=CC=C(C=C1)C1=NNC(C2=CC=CC=C12)=O)=O (2-(4-(4-oxo-3,4-dihydro-phthalazin-1-yl)phenyl)propan-2-yl)carbamic acid tert-butyl ester